N[C@H]1[C@@H]2N(C[C@H]1CC2)C(=O)C2=CC1=C(N(C(=N1)C=1N(C3=CC(=CC=C3C1)C1=CC=C3CC(NC3=C1)=O)CC1CC1)C)C(=C2)OC 2'-{5-[(1R,4R,7R)-7-amino-2-azabicyclo[2.2.1]heptane-2-carbonyl]-7-methoxy-1-methyl-1H-1,3-benzodiazol-2-yl}-1'-(cyclopropylmethyl)-2,3-dihydro-1H,1'H-[6,6'-biindole]-2-one